C(C1=CC=CC=C1)NC(=O)C1CNC1 N-benzylazetidine-3-carboxamide